S(=O)(=O)(O)O.C(C)(=O)C1=CC=C(C=C1)C1(CC=CC2=CC3=CC=CC=C3C=C12)SC1=CC=CC=C1 1-(4-acetylphenyl)-1-phenylthioanthracene sulfate